[3-(acrylamido)propyl]dimethylamine C(C=C)(=O)NCCCN(C)C